CS(=O)(=O)C1=C2C=CN(C2=C(C=C1)[N+](=O)[O-])S(=O)(=O)C1=CC=CC=C1 4-(methanesulfonyl)-7-nitro-1-(benzenesulfonyl)-1H-indole